C1(CC1)S(=O)(=O)C=1C=CC(=C(C1)C=1C2=C(C(N(C1)C)=O)NC=C2)NC2CCC(CC2)C 4-(5-(cyclopropanesulfonyl)-2-((4-methylcyclohexyl)amino)phenyl)-6-methyl-1,6-dihydro-7H-pyrrolo[2,3-c]pyridin-7-one